FC=1C=C(C=CC1OC)C=1C=CC=2N(CC=C(N2)C=2CCNCC2)C1 7-(3-fluoro-4-methoxyphenyl)-2-(1,2,3,6-tetrahydropyridin-4-yl)-4H-pyrido[1,2-a]pyrimidin